COC(=O)C=1C=NC(=CC1C1=C(C=CC(=C1)Cl)OC)C 4-(5-chloro-2-methoxyphenyl)-6-methylpyridine-3-carboxylic acid methyl ester